COC=1C=C(C=C(C1)C1=CC=CC=2N=C(SC21)N[C@@H]2[C@H](CCCC2)C)C2=CC=C(O2)P(O)(O)=O [5-[3-methoxy-5-[2-[[(1S,2S)-2-methylcyclohexyl]amino]-1,3-benzothiazol-7-yl]phenyl]-2-furyl]phosphonic acid